1-(tert-butoxycarbonyl)-3,5-dibromosalicylate C(C)(C)(C)OC(=O)C1(C(=O)[O-])C(O)C(=CC(=C1)Br)Br